C[Si](OC)(OC)C(C#N)CC methyl-dimethoxysilylbutyronitrile